C(CCCCCC)NC(=O)[C@@H]1CN(C[C@@H]1OCCCCCCC)C(=O)C1=CC=C(C(=O)N2C[C@H]([C@@H](C2)C(=O)N[C@@H]2[C@H](C2)C2=CC=CC=C2)C(=O)N[C@@H]2[C@H](C2)C2=CC=CC=C2)C=C1 |o1:10,14| (3S,4S)-1-(4-((3R*,4R*)-3-(heptylcarbamoyl)-4-(heptyloxy)pyrrolidine-1-carbonyl)benzoyl)-N3,N4-bis((1S,2R)-2-phenylcyclopropyl)pyrrolidine-3,4-dicarboxamide